(S)-5-chloro-N-(1-(cyclopropylamino)-6,6-difluoro-1,2-dioxoheptan-3-yl)-2-(3-(trifluoromethyl)benzamido)nicotinamide ClC=1C=NC(=C(C(=O)N[C@H](C(C(=O)NC2CC2)=O)CCC(C)(F)F)C1)NC(C1=CC(=CC=C1)C(F)(F)F)=O